3-((S)-1-(((R)-tert-butylsulfinyl)imino)-6-(2-hydroxypropan-2-yl)-1,3-dihydrospiro[indene-2,4'-piperidin]-1'-yl)-6-(2,3-dichlorophenyl)-5-methylpyrazine-2-carboxylic acid ethyl ester C(C)OC(=O)C1=NC(=C(N=C1N1CCC2(CC1)C(C1=CC(=CC=C1C2)C(C)(C)O)=N[S@](=O)C(C)(C)C)C)C2=C(C(=CC=C2)Cl)Cl